2-cyclopropyl-4-(1,3-dihydroisobenzofuran-5-yl)-5-(pyridin-2-yl)-1H-imidazol-1-ol C1(CC1)C=1N(C(=C(N1)C=1C=C2COCC2=CC1)C1=NC=CC=C1)O